COC(=O)C1(CCOCC1)C1=NC(=NC=C1)F 4-(2-fluoropyrimidin-4-yl)tetrahydro-2H-pyran-4-carboxylic acid methyl ester